C(C)(C)(C)OC(C(CN1C[C@@H]2N(CC([C@@H]2C1)(F)F)C(=O)OCC1=CC=CC=C1)(C)C)=O (cis)-Benzyl 5-(3-(tert-butoxy)-2,2-dimethyl-3-oxopropyl)-3,3-difluorohexahydropyrrolo[3,4-b]pyrrole-1(2H)-carboxylate